FC=1C=C(C=C(C1)F)[C@@H]1CC[C@H]2OC3(C(N21)=O)CCN(CC3)C3=C(C=C(C=N3)C#N)C 6-[(5'S,7a'R)-5'-(3,5-difluorophenyl)-3'-oxotetrahydro-1H,3'H-spiro[piperidine-4,2'-pyrrolo[2,1-b][1,3]oxazol]-1-yl]-5-methylpyridine-3-carbonitrile